[K+].C1(C(=CC(C2=CC=CC=C12)=O)S(=O)(=O)[O-])=O 1,4-naphthoquinone-2-sulfonic acid, potassium salt